N1N=CC(=C1)C(=O)OC(C)(C)C tert-butyl 1H-pyrazole-4-carboxylate